FC(=C(Cl)Cl)F 1,1-difluoro-2,2-dichloroethylene